(2-(pyridazin-3-yl)phenyl)methanamine hydrochloride Cl.N1=NC(=CC=C1)C1=C(C=CC=C1)CN